OC1=CC=C(C=C1)C1(CC(CC(C1)C)(C)C)C1=CC=C(C=C1)O 1,1-Bis(4-hydroxyphenyl)-3,3,5-trimethylcyclohexane